BrCCCCCCC\C=C/CC (3Z)-11-bromo-3-undecene